FC1=C(CN2C(CN(CC2)C(=O)OC(C)(C)C)=O)C=CC(=C1)C=1C=2N(C=C(N1)C=1C=NN(C1)C)N=CC2 tert-Butyl 4-(2-fluoro-4-(6-(1-methyl-1H-pyrazol-4-yl)pyrazolo[1,5-a]pyrazin-4-yl)benzyl)-3-oxopiperazine-1-carboxylate